7-fluoro-6-methoxy-9H-pyrimido[4,5-b]indol-4-amine FC1=C(C=C2C3=C(NC2=C1)N=CN=C3N)OC